N-(3-(tert-butyl)phenyl)-3-methyl-5-oxo-1-phenyl-4,5-dihydro-1H-pyrazole-4-carboxamide C(C)(C)(C)C=1C=C(C=CC1)NC(=O)C1C(=NN(C1=O)C1=CC=CC=C1)C